tert-butyl N-(3-methyl-5-nitro-2-pyridyl)carbamate CC=1C(=NC=C(C1)[N+](=O)[O-])NC(OC(C)(C)C)=O